C(C)OC1=C(C=C(C=C1)SC1C(N(C(C1)=O)C1=CC(=C(C#N)C=C1)C(F)(F)F)CC)C=1NC(C2=C(N1)C(=NN2C)CCC)=O 4-(3-((4-ethoxy-3-(1-methyl-7-oxo-3-propyl-6,7-dihydro-1H-pyrazolo[4,3-d]pyrimidin-5-yl)phenyl)thio)-2-ethyl-5-oxopyrrolidin-1-yl)-2-(trifluoromethyl)benzonitrile